(S)-2-Amino-4-methyl-N-((S)-3-oxo-1-((S)-2-oxopyrrolidin-3-yl)-4-(2,3,5,6-tetrafluorophenoxy)butan-2-yl)pentanamide hydrochloride Cl.N[C@H](C(=O)N[C@@H](C[C@H]1C(NCC1)=O)C(COC1=C(C(=CC(=C1F)F)F)F)=O)CC(C)C